(4-methoxyphenyl)methane-d2-amine-d2 COC1=CC=C(C=C1)C(N([2H])[2H])([2H])[2H]